3-(4-((3-(3-amino-6-(5-fluoro-2-hydroxyphenyl)pyridazin-4-yl)-3,8-diazabicyclo[3.2.1]octan-8-yl)methyl)phenyl)piperidine-2,6-dione NC=1N=NC(=CC1N1CC2CCC(C1)N2CC2=CC=C(C=C2)C2C(NC(CC2)=O)=O)C2=C(C=CC(=C2)F)O